F[Si](N(C(C)C)C(C)C)(F)F trifluoro-di-iso-propylaminosilane